ethylene oxide triphenylphosphine salt C1(=CC=CC=C1)P(C1=CC=CC=C1)C1=CC=CC=C1.C1CO1